CC1=C(SC(=C1)C)C=O 3,5-dimethylthiophene-2-carbaldehyde